methyl 5-fluoro-2'-methyl-[1,1'-biphenyl]-3-carboxylate FC=1C=C(C=C(C1)C1=C(C=CC=C1)C)C(=O)OC